BrC=1C(N(C=2N(C1N1C[C@H](N(C[C@@H]1C)C(=O)OC(C)(C)C)C)N=C(C2)CC#N)C)=O tert-butyl (2R,5S)-4-(6-bromo-2-(cyanomethyl)-4-methyl-5-oxo-4,5-dihydropyrazolo[1,5-a]pyrimidin-7-yl)-2,5-dimethylpiperazine-1-carboxylate